ClC=1C=C(C=CC1F)C1=CC=C(C=C1)CCCN1C(N=CC2=C1SC(=C2)C)CC N-(3-(3'-chloro-4'-fluoro-[1,1'-biphenyl]-4-yl)propyl)-2-ethyl-6-methylthieno[2,3-d]pyrimidin